[Co].[Be].[Cu] Copper-Beryllium-Cobalt